ClC1=C(C(=O)N[C@@H](CCOC2CC(C2)CCC2=NC=3NCCCC3C=C2)C(=O)O)C(=CN=C1)OC N-(3-chloro-5-methoxyisonicotinoyl)-O-((1R,3R)-3-(2-(5,6,7,8-tetrahydro-1,8-naphthyridin-2-yl)ethyl)cyclobutyl)-L-homoserine